(azetidin-3-yl)-2,4-difluoro-6-((2-fluoro-4-iodophenyl)amino)benzamide N1CC(C1)C=1C(=C(C(=O)N)C(=CC1F)NC1=C(C=C(C=C1)I)F)F